2-[2-[4-fluoro-2-[[3-methyl-1-(2-methylpropyl)pyrazol-4-yl]methyl]phenyl]pyrimidin-5-yl]ethanamine FC1=CC(=C(C=C1)C1=NC=C(C=N1)CCN)CC=1C(=NN(C1)CC(C)C)C